3-(isoquinolin-4-yl)-2-oxo-1-(6-(trifluoromethyl)pyridin-2-yl)imidazoline-4-carbonitrile C1=NC=C(C2=CC=CC=C12)N1C(N(CC1C#N)C1=NC(=CC=C1)C(F)(F)F)=O